6-Chloro-N-(5-fluoro-2,6-dimethoxypyridin-3-yl)-1H-pyrrolo[2,3-b]pyridine-3-sulfonamide ClC1=CC=C2C(=N1)NC=C2S(=O)(=O)NC=2C(=NC(=C(C2)F)OC)OC